N-(3-{6-[(1R)-1-hydroxybutyl]-4-methylpyridin-3-yl}-1-methyl-2-oxo-1,6-naphthyridin-7-yl)acetamide O[C@H](CCC)C1=CC(=C(C=N1)C=1C(N(C2=CC(=NC=C2C1)NC(C)=O)C)=O)C